CC=1N=C(SC1S(N)(=O)=O)N1C(N(CCC1)C1=CC=C(C(=O)O)C=C1)=O 4-(3-(4-methyl-5-sulfamoylthiazol-2-yl)-2-oxotetrahydropyrimidin-1(2H)-yl)benzoic acid